CNCC1=CN(C(=C1)C1=C(C=CC=C1)C)S(=O)(=O)C=1C=NC=CC1 N-methyl-1-[5-(2-methylphenyl)-1-(pyridin-3-ylsulfonyl)-1H-pyrrol-3-yl]methylamine